ClC1=C(C=CC=C1)C1=NCC2=NN=C(N2C=2SC=3CC(CC3C12)C(=O)O)C 9-(2-chlorophenyl)-3-methyl-16-thia-2,4,5,8-tetra-azatetracyclo[8.6.0.02,6.011,15]hexadeca-1(10),3,5,8,11(15)-pentaene-13-carboxylic acid